BrC1=C(C(=C(C=C1)NC(C)=O)F)F N-(4-bromo-2,3-difluorophenyl)acetamide